OC(C)C1CCC(CC1)OC[C@H]1[C@H](CCC2=CC=C(C(N12)=O)C)NS(=O)(=O)C |r| N-[(3SR,4RS)-4-({[4-(1-hydroxyethyl)cyclohexyl]oxy}methyl)-7-methyl-6-oxo-1,3,4,6-tetrahydro-2H-quinolizin-3-yl]methanesulfonamide